FC1=CC=C2CC3(CCN(CC3)C3=NC=4C(=NC(=CN4)SC4=C(C=NC=C4)F)N3)[C@@H](C2=C1)N (S)-6-fluoro-1'-(6-((3-fluoropyridin-4-yl)thio)-1H-imidazo[4,5-b]pyrazin-2-yl)-1,3-dihydrospiro[indene-2,4'-piperidin]-1-amine